C(C)N(CC)CC.C(C)N(CC)CC.[B] boron bis(triethylamine)